C(C1=CC=CC=C1)NC(N(C1=NC=C(C=C1)C=1C=NN(C1)C)[C@@H]1CC[C@H](CC1)NC1=NC=C(C(=N1)N1CCC(CC1)O)C#N)=O 3-benzyl-1-(trans-4-((5-cyano-(4-hydroxypiperidin-1-yl)pyrimidin-2-yl)amino)cyclohexyl)-1-(5-(1-methyl-1H-pyrazol-4-yl)-pyridin-2-yl)urea